1-[2-(trifluoromethyl)-1H-imidazol-4-yl]propan-1-amine FC(C=1NC=C(N1)C(CC)N)(F)F